NC1=NNC2=C1C(=NC=C2Br)C2=CC=C(CNC(C1=C(C=CC(=C1)F)OC)=O)C=C2 N-(4-(3-amino-7-bromo-1H-pyrazolo[4,3-c]pyridin-4-yl)benzyl)-5-fluoro-2-methoxybenzamide